tin methyl-ammonium triiodide [I-].[I-].[I-].C[NH3+].[Sn+2]